FC1=CC=C(CNC2=CC=C(C=C2)C=2C3=C(N=CN2)NC=C3)C=C1 4-(4-((4-fluorobenzyl)amino)phenyl)-7H-pyrrolo[2,3-d]pyrimidin